2-hydroxynaphthalene-6-carboxylic acid OC1=CC2=CC=C(C=C2C=C1)C(=O)O